CS(=O)(=O)N1C=C(C=C1)C(C(=O)NC=1SC=C(N1)C1=CC(=CC=C1)C=1CCN(CC1)C1COC1)CC=O (1-(methylsulfonyl)-1H-pyrrol-3-yl)-N-(4-(3-(1-(oxetan-3-yl)-1,2,3,6-tetrahydropyridin-4-yl)phenyl)thiazol-2-yl)-4-oxobutanamide